C(C)N(CCCCCN)CC 5-(diethylamino)pentylamine